(2S,3S,4R,5R)-3,4-Bis(benzyloxy)-5-((benzyloxy)methyl)tetrahydrofuran-2-carbonitrile C(C1=CC=CC=C1)O[C@H]1[C@@H](O[C@@H]([C@H]1OCC1=CC=CC=C1)COCC1=CC=CC=C1)C#N